C(C)OC(CC(C)C(C(=O)O)CC(=O)O)=O mono-(4-ethoxy-4-oxo-butan-2-yl)-succinic acid